(R)-Methyl 3-cyclopentyl-3-(4-(7-((2-(trimethylsilyl)ethoxy)methyl)-7H-pyrrolo[2,3-d]pyrimidin-4-yl)-1H-pyrazol-1-yl)propanoate C1(CCCC1)[C@@H](CC(=O)OC)N1N=CC(=C1)C=1C2=C(N=CN1)N(C=C2)COCC[Si](C)(C)C